FC=1C=NC=2C=CC=C(C2C1)C(=O)N 3-fluoroquinoline-5-carboxamide